FC1=C(C=C(C=C1)F)C1=C(C(=NC=C1)N1CCOCC1)NC(=O)C=1C=NC(=NC1)C(C)C N-(4-(2,5-difluorophenyl)-2-morpholinopyridin-3-yl)-2-isopropylpyrimidine-5-carboxamide